2-chloro-N-(5-(N,N-dimethylsulfamoyl)-2-(N-(2-(piperidin-1-yl)phenyl)sulfamoyl)phenyl)acetamide ClCC(=O)NC1=C(C=CC(=C1)S(N(C)C)(=O)=O)S(NC1=C(C=CC=C1)N1CCCCC1)(=O)=O